ClC1=C(C(=O)NC2(CC2)C#N)C=C(C=C1)C1=CC(=NO1)C1=C(C=C(C=C1C(F)(F)F)C(C(F)(F)F)(F)C(F)(F)F)C 2-chloro-N-(1-cyanocyclopropyl)-5-[3-[2-methyl-4-[1,2,2,2-tetrafluoro(trifluoromethyl)ethyl]-6-(trifluoromethyl)phenyl]isoxazol-5-yl]benzamide